Rac-(4bR,5R,6R,7S,7aR)-7a-(4-bromophenyl)-6-(hydroxymethyl)-4-methoxy-7-phenyl-5-(((pyridin-4-ylmethyl)amino)methyl)-5,6,7,7a-tetrahydro-4bH-cyclopenta[4,5]furo[2,3-c]pyridin-4b-ol BrC1=CC=C(C=C1)[C@]12[C@](C3=C(C=NC=C3OC)O1)([C@H]([C@@H]([C@H]2C2=CC=CC=C2)CO)CNCC2=CC=NC=C2)O |r|